C(C1CO1)OP(OCC1CO1)OCC1CO1 tri(glycidoxy)phosphine